7-hydroxy-4-[(morpholin-4-yl)methyl]-2H-1-benzopyran-2-one OC1=CC2=C(C(=CC(O2)=O)CN2CCOCC2)C=C1